BrC=1C=C(N2C=CC=CC12)C(=O)C1=CC=CC=C1 (1-bromoindolizin-3-yl)(phenyl)methanone